2-(2-((5-(3-aminoimidazo[1,2-b]pyridazin-6-yl)-1-isopropyl-1H-indazol-3-yl)methoxy)phenyl)acetic acid NC1=CN=C2N1N=C(C=C2)C=2C=C1C(=NN(C1=CC2)C(C)C)COC2=C(C=CC=C2)CC(=O)O